FC1=CC(=C(C=C1)C1=C2C=NN(C2=CC(=C1)C1CN(C1)[C@H](C)C1CCC(CC1)NC(OC(C)(C)C)=O)C)C(=O)N1[C@@H](COCC1)C Tert-butyl N-[(1r,4r)-4-{1-[3-(4-{4-fluoro-2-[(3R)-3-methylmorpholine-4-carbonyl]phenyl}-1-methyl-1H-indazol-6-yl)azetidin-1-yl]ethyl}cyclohexyl]carbamate